FC=1C=C(C(=O)NCC2CCC(CC2)N2N=C3C=C(C=CC3=C2)C2=C3N(N=C2)CCN3C)C=C(C1O)F 3,5-difluoro-4-hydroxy-N-({(1r,4r)-4-[6-(1-methyl-2,3-dihydro-1H-imidazo[1,2-b]pyrazol-7-yl)-2H-indazol-2-yl]cyclohexyl}methyl)benzamide